1-(2-Fluoro-4-(trifluoromethyl)phenyl)ethan-1-ol cyanide cadmium-iron [Fe+2].[Cd+2].[C-]#N.FC1=C(C=CC(=C1)C(F)(F)F)C(C)O.[C-]#N.[C-]#N.[C-]#N